O(C1=CC=CC=C1)C(=O)C1=CC=C(C=C1)C([TeH])C 1-phenoxycarbonyl-4-(methylhydrotelluro-methyl)benzene